Pentamethyl-indane CC1C2=CC=CC=C2C(C1(C)C)(C)C